ClC=1C=CC(=NC1C(F)(F)F)C(=O)O 5-chloro-6-(trifluoromethyl)pyridinecarboxylic acid